C(N)(=O)C1=C(COC1=O)NCCCN(CCCCCCCC(=O)OC(CCCCCCCC)CCCCCCCC)CCCCCCCC(OC(CC)CCCCCCCC)=O Heptadecan-9-yl 8-((3-((4-carbamoyl-5-oxo-2,5-dihydrofuran-3-yl)amino)propyl)(8-oxo-8-(undecan-3-yloxy)octyl)amino)octanoate